NC=1C=C(C=C2C=C(N=CC12)NC(=O)C1C(C1)F)C=1C(=NC(=CC1)OC)C N-(8-amino-6-(6-methoxy-2-methylpyridin-3-yl)isoquinolin-3-yl)-2-fluorocyclopropane-1-carboxamide